dimethyl-1,3-dihydro-2H-benzo[d]imidazol-2-one CN1C(N(C2=C1C=CC=C2)C)=O